(R)-6,6'-Bis(diphenylphosphino)-[1,1'-biphenyl]-2,2'-diyl diacrylate C(C=C)(=O)OC1=C(C(=CC=C1)P(C1=CC=CC=C1)C1=CC=CC=C1)C1=C(C=CC=C1P(C1=CC=CC=C1)C1=CC=CC=C1)OC(C=C)=O